(S)-6-chloro-8-(cyclohex-1-en-1-yl)-3-(1-hydroxy-prop-2-yl)pyrido[3,4-d]pyrimidin-4(3H)-one ClC1=CC2=C(N=CN(C2=O)[C@H](CO)C)C(=N1)C1=CCCCC1